(2R,3R,4S,5R)-3-((tert-butyldimethylsilyl)oxy)-4-fluoro-5-(5-fluoro-2,4-dioxo-3,4-dihydropyrimidin-1(2H)-yl)-2-(hydroxymethyl)tetrahydrofuran-2-carbaldehyde [Si](C)(C)(C(C)(C)C)O[C@@H]1[C@@](O[C@H]([C@H]1F)N1C(NC(C(=C1)F)=O)=O)(C=O)CO